zirconium tetrakis(monomethylethanol) CC(C)O.CC(C)O.CC(C)O.CC(C)O.[Zr]